C(C(C)(C)C)(=O)OCC1(C2=CC=CC=C2C=2C=CC=CC12)COC(C(C)(C)C)=O 9,9-bis(pivaloyloxymethyl)fluorene